BrC=1C=C2CN(C(C2=C(C1)NCCO)=O)CC 5-bromo-2-ethyl-7-(2-hydroxyethylamino)isoindoline-1-one